((1s,3s)-3-Hydroxy-3-methylcyclobutyl)(7-((1-methyl-1H-pyrazolo[3,4-b]pyridin-6-yl)oxy)-2-azaspiro[3.5]nonan-2-yl)methanone OC1(CC(C1)C(=O)N1CC2(C1)CCC(CC2)OC2=CC=C1C(=N2)N(N=C1)C)C